(3R)-3-amino-7-(5-tert-butyl-1,2,4-oxadiazol-3-yl)-8-fluoro-1,1-dioxo-5-[[4-(tetrahydropyran-4-ylmethoxy)phenyl]methyl]-2,3-dihydro-1λ6,5-benzothiazepin-4-one N[C@H]1CS(C2=C(N(C1=O)CC1=CC=C(C=C1)OCC1CCOCC1)C=C(C(=C2)F)C2=NOC(=N2)C(C)(C)C)(=O)=O